BrC=1C=CC=2N(C3=CC=C(C=C3C2C1)Br)C1=CC=C(C=C1)F 3,6-dibromo-9-(4-fluorophenyl)-9H-carbazole